6-methylpyridine-2-carboxamide hydrochloride Cl.CC1=CC=CC(=N1)C(=O)N